ClC=1C(=NC=CC1)N1N=C(C=C1C(=O)NC=1C(=CC=2N(C1C(=O)NCCC)N=CC2)C)C(F)(F)F 6-(1-(3-Chloropyridin-2-yl)-3-(trifluoromethyl)-1H-pyrazol-5-carboxamido)-5-methyl-N-propylpyrazolo[1,5-a]pyridin-7-carboxamid